FC(S(=O)(=O)[O-])(F)F.CC1=C(C(=C(C1([Ru+])C)C)C)C pentamethylcyclopentadienyl-Ruthenium(II) Trifluoromethanesulfonate